OC(C)C=1C=C(C=CC1)NS([O-])(=O)=O.[Na+] Sodium N-[3-(1-hydroxyethyl)phenyl]sulfamate